C(C)(C)(C)OC(=O)N1CCC(=CC1)C1=NC=2N(C(=C1)N(C(=O)OC(C)(C)C)CC1=CC(=CC=C1)NC(C=C)=O)N=CC2C(C)C 4-(7-((3-acrylamidobenzyl)(tert-butoxycarbonyl)amino)-3-isopropylpyrazolo[1,5-a]pyrimidin-5-yl)-3,6-Dihydropyridine-1(2H)-carboxylic acid tert-butyl ester